OCC1CCC(CC1)N1C(C2=CC(=C(C=C2C1)[N+](=O)[O-])N1[C@@H]2CO[C@H](C1)C2)=O [4-(hydroxymethyl)cyclohexyl]-5-nitro-6-[(1S,4S)-2-oxa-5-azabicyclo[2.2.1]Hept-5-yl]Isoindolin-1-one